CC(C=C)(CC\C=C(\CCC=C(C)C)/C)O (E)-3,7,11-trimethyldodeca-1,6,10-trien-3-ol